ClC1=C(C=NN(C1=O)C1CCN(CC1)S(=O)(=O)N(CCOC)C1=CC=C(C=C1)C#N)NC[C@H]1COCCC1 (S)-4-(5-chloro-6-oxo-4-(((tetrahydro-2H-pyran-3-yl)methyl)amino)pyridazin-1(6H)-yl)-N-(4-cyanophenyl)-N-(2-methoxyethyl)piperidine-1-sulfonamide